C(C)(C)(C)C(=O)[O-] tertbutyl-carboxylate